OC(=O)C(F)(F)F.ClC1=CC(=NC(=C1O)Cl)C(=O)NC1=C2C(N(C=NC2=CC=C1)[C@H]1[C@@H](C1)C1=CC=CC=C1)=O 4,6-dichloro-5-hydroxy-N-(4-oxo-3-((1R,2S)-2-phenylcyclopropyl)-3,4-dihydroquinazolin-5-yl)picolinamide TFA Salt